ClC=1C=C2C=NN(C2=CC1N1CC=2C=CC(NC2CC1)=O)C=1C=NN(C1)C1CC1 6-[5-chloro-1-(1-cyclopropyl-1H-pyrazol-4-yl)-1H-indazol-6-yl]-5,6,7,8-tetrahydro-1,6-naphthyridin-2(1H)-one